3-(4-(((S)-5-(ethoxycarbonyl)-6-(3-fluoro-2-methylphenyl)-2-(thiazol-2-yl)-3,6-dihydropyrimidin-4-yl)methyl)-6-fluorohexahydropyrrolo[3,2-b]pyrrol-1(2H)-yl)-2,2-dimethylpropanoic acid C(C)OC(=O)C1=C(NC(=N[C@H]1C1=C(C(=CC=C1)F)C)C=1SC=CN1)CN1CC(C2N(CCC21)CC(C(=O)O)(C)C)F